NC(C(C)(O)C)C1=CC=C(C=C1)OC([2H])([2H])C12CCC(CC1)CC2 1-Amino-1-(4-(bicyclo[2.2.2]octan-1-ylmethoxy-d2)phenyl)-2-methylpropan-2-ol